(5-chloro-2-nitro-1,3-phenylene)dimethanol SILICON-TITANIUM [Ti].[Si].ClC=1C=C(C(=C(C1)CO)[N+](=O)[O-])CO